N1(C2=C(OCC1)N=CC=C2)C(=O)[O-] 2,3-dihydro-1H-pyrido[2,3-b][1,4]oxazine-1-carboxylate